FC1=C(C(=C(C=C1OC)OC)F)C1=CC2=C(N=C(N=C2)SC)C(=N1)NCC1CN(CC1)C 6-(2,6-difluoro-3,5-dimethoxyphenyl)-N-((1-methylpyrrolidin-3-yl)methyl)-2-(methylthio)pyrido[3,4-d]pyrimidine-8-amine